COC(C1=CN=CC(=C1)C1=CC=NN1CC1=CC=CC=C1)=O 5-(1-benzyl-1H-pyrazol-5-yl)nicotinic acid methyl ester